ClC1=CC=C(C(=N1)C1=CC=C(C=C1)NC1CCCC1)C(=O)NC1=CC(=C(C=C1)C)C(F)(F)F 6-chloro-2-[4-(cyclopentylamino)phenyl]-N-[4-methyl-3-(trifluoromethyl)phenyl]pyridine-3-carboxamide